OCC[C@H]1CC12CCN(CC2)C(=O)OCC2=CC=CC=C2 |o1:3| (R or S)-benzyl 1-(2-hydroxyethyl)-6-azaspiro[2.5]octane-6-carboxylate